spiro[oxirane-2,9'-xanthene] C1=CC=CC=2OC3=CC=CC=C3C3(C12)OC3